2-[2-(Prop-2-yn-1-yloxy)ethoxy]ethan-1-ol C(C#C)OCCOCCO